N-benzyl-2-chloro-N-(2-chloroethyl)ethylamine C(C1=CC=CC=C1)N(CCCl)CCCl